KETOAMIDE O=[N-]